(Z)-N,8,8-trimethyl-10-(octadec-9-en-1-yloxy)-N-(prop-2-yn-1-yl)-7,9-dioxa-13,14-dithia-8-silahexacosan-1-amine CN(CCCCCCO[Si](OC(CCSSCCCCCCCCCCCC)OCCCCCCCC\C=C/CCCCCCCC)(C)C)CC#C